(4-bromo-3-fluorophenoxy)-3-fluorobicyclo[1.1.1]pentane BrC1=C(C=C(OC23CC(C2)(C3)F)C=C1)F